3-(5-cyclopropylpyridin-3-yl)-6-(2,6-dichlorophenyl)thieno[3,2-d]pyrimidine-2,4(1H,3H)-dione C1(CC1)C=1C=C(C=NC1)N1C(NC2=C(C1=O)SC(=C2)C2=C(C=CC=C2Cl)Cl)=O